CCCCC/C=C\\C/C=C\\CCNS(=O)(=O)O The molecule is a member of the class of sulfamic acids that is sulfamic acid in which one of the amino hydrogens has been replaced by a (3Z,6Z)-dodeca-3,6-dien-1-yl group. It has a role as a kairomone and a Daphnia pulex metabolite. It is a conjugate acid of a (3Z,6Z)-dodeca-3,6-dien-1-ylsulfamate.